CN(C1=CC=C(C=C1)C=CC(=O)N)C 3-(4-(dimethylamino)phenyl)acrylamide